tert-butyl (4aS,10bS)-8-(trifluoromethyl)-2,3,4,4a,6,10b-hexahydro-1H-pyrano[3,2-b:5,4-b']dipyridine-1-carboxylate FC(C1=CC=C2C(=N1)CO[C@@H]1[C@H]2N(CCC1)C(=O)OC(C)(C)C)(F)F